C(#C)C=1C(=CC=C2C=CC=C(C12)C1=C(C=2N=C(N=C(C2C=N1)N1[C@@H](CNCC1)C)OC[C@]12CCCN2C[C@@H](C1)F)F)F 7-(8-ethynyl-7-fluoronaphthalen-1-yl)-8-fluoro-2-(((2R,7aS)-2-fluorotetrahydro-1H-pyrrolizin-7a(5H)-yl)methoxy)-4-((R)-2-methylpiperazin-1-yl)pyrido[4,3-d]pyrimidine